methyl 4-(7-(difluoromethyl)-3,6-dihydro-2H-1,4-diazepin-5-yl)benzoate FC(C=1CC(=NCCN1)C1=CC=C(C(=O)OC)C=C1)F